4-{[11-oxo-11-(2,3,5,6-tetrafluorophenoxy)undecyl]Carbamoyl}-2-[4,7,10-tris(carboxymethyl)-1,4,7,10-tetraazacyclododecan-1-yl]Butyric acid O=C(CCCCCCCCCCNC(=O)CCC(C(=O)O)N1CCN(CCN(CCN(CC1)CC(=O)O)CC(=O)O)CC(=O)O)OC1=C(C(=CC(=C1F)F)F)F